2-amino-4-oxo-5-(4-(trifluoromethyl)phenyl)-4,5-dihydrofuran-3-yl (phenyl-d5)methanesulfonate C1(=C(C(=C(C(=C1[2H])[2H])[2H])[2H])[2H])CS(=O)(=O)OC1=C(OC(C1=O)C1=CC=C(C=C1)C(F)(F)F)N